FC(C(F)(F)F)OC(C(F)(F)F)(F)F 1,1,2,2,2-pentafluoroethyl 1,2,2,2-tetrafluoroethyl ether